N[C@@H](CCC(=O)O)C(=O)[O-].[K+] monopotassium L-glutamate